C(C)(C)O[Ti](OC(C)C)(OC(C)C)OC(C)C Tetraisopropoxytitanium(IV)